CN([C@H](COC1=CC(=CC=C1)C1=NC[C@H](CC1)C)C)C (S)-N,N-dimethyl-1-(3-((S)-5-methyl-3,4,5,6-tetrahydropyridin-2-yl)phenoxy)propan-2-amine